4-(2-((7-fluoro-5,6-dimethyl-6H-pyrido[4,3-b]carbazol-9-yl)oxy)ethyl)morpholine FC1=CC(=CC=2C=3C=C4C(=C(C3N(C12)C)C)C=CN=C4)OCCN4CCOCC4